C1(=CC=CC=C1)SC[C@@H](CCN1[C@@H]2CN([C@H](C1)C2)C(=O)OC(C)(C)C)NC2=C(C=C(C=C2)S(=O)(=O)N)S(=O)(=O)C(F)(F)F (1S,4S)-tert-butyl 5-((R)-4-(phenylthio)-3-((4-aminosulfonyl-2-((trifluoromethyl)sulfonyl)phenyl)amino)butyl)-2,5-diazabicyclo[2.2.1]heptane-2-carboxylate